4,5-dichloro-2-(((1S,4R)-4-(4-methyl-7H-pyrrolo[2,3-d]pyrimidin-7-yl)cyclopent-2-en-1-yl)oxy)phenol ClC1=CC(=C(C=C1Cl)O)O[C@@H]1C=C[C@@H](C1)N1C=CC2=C1N=CN=C2C